Benzyl (S)-2-((tert-butoxycarbonyl)amino)hexanoate C(C)(C)(C)OC(=O)N[C@H](C(=O)OCC1=CC=CC=C1)CCCC